(3-Fluoro-1-methyl-1H-indol-5-yl)methylamine FC1=CN(C2=CC=C(C=C12)CN)C